OC1=CC=C(C=C1S(=O)(=O)O)S(=O)(=O)O 2-hydroxybenzene-3,5-disulfonic acid